FC=1C=C(C=NC1)C1=CC=CC(=C(C1=O)O)C(C)C 7-(5-fluoropyridin-3-yl)-2-hydroxy-3-isopropylcyclohepta-2,4,6-trien-1-one